4-isocyanato-3-methyl-2-phenyl-6,7-dihydro-5H-cyclopenta[b]pyridine N(=C=O)C1=C2C(=NC(=C1C)C1=CC=CC=C1)CCC2